COC(=O)C1CCN(CC1)CC=1C=NC(=C(C1C)C)C1CNC1.N1=C(C=CC=C1C=1C=C(C=CC1)N1C2=CC=CC=C2C=2C=CC=CC12)C=1C=C(C=CC1)N1C2=CC=CC=C2C=2C=CC=CC12 9,9'-(2,6-Pyridinediylbis-3,1-phenylene)bis-9H-carbazole methyl-1-((6-(azetidin-3-yl)-4,5-dimethylpyridin-3-yl)methyl)piperidine-4-carboxylate